FC1=CC2=C(N[C@H](CN2)[C@@H](C2=CC=CC=C2)NCCC=2C=C(C=C(C2)C)[C@H](C(=O)O)C)N=C1 |o1:26| (R or S)-2-(3-(2-(((R)-((R)-7-fluoro-1,2,3,4-tetrahydropyrido[2,3-b]pyrazin-3-yl)(phenyl)methyl)amino)ethyl)-5-methylphenyl)propanoic acid